Lysine (E)-Glutamate N[C@@H](CCC(=O)O)C(=O)O.N[C@@H](CCCCN)C(=O)O